N=1SN=C2C1C(=C1C=CC=CC1=C2C2=NC1N(C(N(C(C1N2C)=O)CCCCCCCC)=O)C)C2=NC1N(C(N(C(C1N2C)=O)CCCCCCCC)=O)C 8,8'-(naphtho[2,3-c][1,2,5]thiadiazole-4,9-diyl)bis(3,7-dimethyl-1-octyl-3,4,5,7-tetrahydro-1H-purine-2,6-dione)